N-(5-Bromo-2-(3-(dimethylamino)azetidin-1-yl)pyridin-3-yl)methane-sulfonamide BrC=1C=C(C(=NC1)N1CC(C1)N(C)C)NS(=O)(=O)C